NCCC1CC(C1)O (1r,3s)-3-(2-aminoethyl)cyclobutan-1-ol